4-chloro-6-methyl-3-(pyrimidin-2-yl)picolinic acid ClC1=C(C(=NC(=C1)C)C(=O)O)C1=NC=CC=N1